C(C)C=1C=C2C(CCOC2=CC1OC(C1=CC=C(C#N)C=C1)C1=CC=NC=C1)=O 4-(((6-ethyl-4-oxochroman-7-yl)oxy)(pyridin-4-yl)methyl)benzonitrile